O=C1NC(CCC1N1C(C2=CC=CC(=C2C1=O)NCCCCCCC(=O)O)=O)=O 7-((2-(2,6-dioxopiperidine-3-yl)-1,3-dioxoisoindoline-4-yl)amino)heptanoic acid